(1R,3R,5R)-2-(2-methoxy-5-(methylsulfonyl)benzoyl)-N-((R)-3-oxetanyl(4-(trifluoromethyl)phenyl)methyl)-2-azabicyclo[3.1.0]hexane-3-carboxamide COC1=C(C(=O)N2[C@@H]3C[C@@H]3C[C@@H]2C(=O)N[C@@H](C2=CC=C(C=C2)C(F)(F)F)C2COC2)C=C(C=C1)S(=O)(=O)C